titanium propan-2-ol CC(C)O.[Ti]